IC=1C=C(C=C(C1)SC1=CC=C(C=C1)C)C1=NC2=C(N1C)C=CC=C2 2-(3-iodo-5-(p-tolylthio)phenyl)-1-methyl-1H-benzo[d]imidazole